O=CCCCC(=O)OCC1=CC=CC=C1 benzyl 5-oxo-pentanoate